C(C)OC(CC1=CCCC1)=O 2-(cyclopenten-1-yl)acetic acid ethyl ester